9-((1S,2S,4R)-bicyclo[2.2.1]heptan-2-yl)-2-chloro-7-methyl-7,9-dihydro-8H-purin-8-one [C@H]12[C@H](C[C@H](CC1)C2)N2C1=NC(=NC=C1N(C2=O)C)Cl